(3-(4-amino-4-methylpiperidin-1-yl)-6-(3-chloro-2-methoxypyridin-4-yl)-5-methylpyrazin-2-yl)methanol NC1(CCN(CC1)C=1C(=NC(=C(N1)C)C1=C(C(=NC=C1)OC)Cl)CO)C